6-(3-{3-[2,4-bis(trifluoromethyl)phenyl]-7-fluoro-2-oxo-2,3,4,5-tetrahydro-1H-1-benzazepin-1-yl}prop-1-ynyl)-1,2-diazine-3-carboxylic acid FC(C1=C(C=CC(=C1)C(F)(F)F)C1C(N(C2=C(CC1)C=C(C=C2)F)CC#CC2=CC=C(N=N2)C(=O)O)=O)(F)F